ClC1=C(C=CC=C1)[C@H]1CC[C@H](N1C(=O)C1=CC(=C(C=C1)C1=CC(=CC=C1)S(=O)(=O)C)F)C(=O)O (2S,5R)-5-(2-chlorophenyl)-1-(2-fluoro-3'-(methylsulfonyl)-[1,1'-biphenyl]-4-carbonyl)pyrrolidine-2-carboxylic acid